2-(ALLYLTHIO)PROPANOIC ACID C(C=C)SC(C(=O)O)C